(dl)-1-azabicyclo[2.2.2]oct-4-yl-(diphenyl)methanol tert-butyl-4-(5-((2,6-dioxopiperidin-3-yl)amino)pyrazin-2-yl)piperidine-1-carboxylate C(C)(C)(C)C1N(CCC(C1)C1=NC=C(N=C1)NC1C(NC(CC1)=O)=O)C(=O)OC(C1=CC=CC=C1)(C1=CC=CC=C1)C12CCN(CC1)CC2